CS(=O)(=O)C1(CC2(COC2)C1)C1=CC=C(C=C1)O 4-{6-methanesulfonyl-2-oxaspiro[3.3]heptan-6-yl}phenol